(R)-2-((S)-2-cyclopentyl-2-hydroxy-2-phenylacetyl)-N-((R)-4-hydroxy-3-oxo-1-((R)-2-oxopyrrolidin-3-yl)butan-2-yl)-2-azabicyclo[2.2.2]octane-3-carboxamide C1(CCCC1)[C@@](C(=O)N1C2CCC([C@@H]1C(=O)N[C@H](C[C@@H]1C(NCC1)=O)C(CO)=O)CC2)(C2=CC=CC=C2)O